CC=1C=CC=C2C=C(NC12)C(=O)N[C@H](CC(=O)OC)C1=CC=CC=C1 methyl (R)-3-(7-methyl-1H-indole-2-carboxamido)-3-phenylpropanoate